The molecule is a quinoline N-oxide carrying a nitro substituent at position 4. It has a role as a carcinogenic agent. It is a C-nitro compound and a quinoline N-oxide. C1=CC=C2C(=C1)C(=CC=[N+]2[O-])[N+](=O)[O-]